ethoxyformylmethyl-triphenyl-phosphine iodide [I-].C(C)OC(=O)C=1C(=C(C=CC1)P(C1=CC=CC=C1)C1=CC=CC=C1)C